3-[4-(2-hydroxy-2-methylpropyl)phenyl]Propanal OC(CC1=CC=C(C=C1)CCC=O)(C)C